C(C)(C)(C)OC(=O)N1CC2(CC1)CCNCC2 2-(tert-butoxycarbonyl)-2,8-diazaspiro[4.5]Decane